N,N-diethyl-4-(4,4,5,5-tetramethyl-1,3,2-dioxaborolan-2-yl)aniline B1(OC(C(O1)(C)C)(C)C)C2=CC=C(C=C2)N(CC)CC